(R)-(7-bromo-8-fluoro-2-methyl-4-((1-(2-methyl-3-(trifluoromethyl)phenyl)ethyl)amino)Quinazolin-6-yl)dimethylphosphorus oxide BrC1=C(C=C2C(=NC(=NC2=C1F)C)N[C@H](C)C1=C(C(=CC=C1)C(F)(F)F)C)P(C)(C)=O